N,N-dimethyl-N-tetradecylbenzenemethanaminium chloride [Cl-].C[N+](CC1=CC=CC=C1)(CCCCCCCCCCCCCC)C